(1H-imidazol-1-yl)-6-(1-methyl-1H-pyrazol-4-yl)pyrimidine-4-carboxylic acid N1(C=NC=C1)C1=NC(=CC(=N1)C(=O)O)C=1C=NN(C1)C